maleic anhydride lithium salt [Li].C1(\C=C/C(=O)O1)=O